(R)-2-fluoro-4-(1H-indazol-3-yl)-N-(8-methylisoquinolin-1-yl)-N-(piperidin-3-yl)benzamide FC1=C(C(=O)N([C@H]2CNCCC2)C2=NC=CC3=CC=CC(=C23)C)C=CC(=C1)C1=NNC2=CC=CC=C12